ClC1=CC=C(CCC2=NOC(=N2)CN2N=CC(=C(C2=O)C)C(C)(C)O)C=C1 2-((3-(4-chlorophenethyl)-1,2,4-oxadiazol-5-yl)methyl)-5-(2-hydroxypropan-2-yl)-4-methylpyridazin-3(2H)-one